O[C@H]1C[C@H](CC1)C=1C=C(N(N1)C(C)(C)C)NC1CC=2C=NC=CC2S1(=O)=O ({5-[(1s,3r)-3-hydroxycyclopentyl]-2-(2-methylpropan-2-yl)pyrazol-3-yl}amino)-2,3-dihydro-1λ6-thieno[3,2-c]pyridine-1,1-dione